(S)-1-(naphthalen-2-yl)ethylamine C1=C(C=CC2=CC=CC=C12)[C@H](C)N